N-(2,4,6-tribromophenyl)-2-(4-fluorophenyl)imidazoline BrC1=C(C(=CC(=C1)Br)Br)N1C(=NCC1)C1=CC=C(C=C1)F